C1(CCCCC1)NC=1N=C(C2=C(N1)SC=C2C2=CC=CC=C2)NCC2=CC=C(C=C2)S(=O)(=O)N 4-(((2-(Cyclohexylamino)-5-phenylthieno[2,3-d]pyrimidin-4-yl)amino)methyl)-benzenesulfonamide